4-(2-(6-(3,4-dichlorophenyl)-1,1-dioxido-1,2,6-thiadiazinan-2-yl)acetamido)adamantane-1-carboxamide ClC=1C=C(C=CC1Cl)N1CCCN(S1(=O)=O)CC(=O)NC1C2CC3(CC(CC1C3)C2)C(=O)N